Ethyl-3-ethoxypropionat C(C)OC(CCOCC)=O